ClC1=C(C=C(C=C1)N(C(=O)C1N(C2=CC(=CC=C2C1)OC)C(=O)OC(C)(C)C)C)C tert-Butyl 2-[(4-chloro-3-methylphenyl) (methyl) carbamoyl]-6-methoxy-2,3-dihydroindole-1-carboxylate